propane-1,2,3-tricarboxylic acid triethyl ester C(C)OC(=O)CC(CC(=O)OCC)C(=O)OCC